C(CCC)C1=C(N(CCCC)CC)C=CC=C1 butyl-ethyl-butylaniline